N,N-dimethylpiperidine-3-amine CN(C1CNCCC1)C